(1R,2R)-2-fluoro-N-(3-{6-[(1R)-4-fluoro-1-hydroxybutyl]-4-methylpyridin-3-yl}-1-methyl-2-oxo-1,6-naphthyridin-7-yl)cyclopropane-1-carboxamide F[C@H]1[C@H](C1)C(=O)NC1=NC=C2C=C(C(N(C2=C1)C)=O)C=1C=NC(=CC1C)[C@@H](CCCF)O